C(CCN)CCO[C@H]1[C@H]([C@H]([C@@H]([C@H](O1)CO[C@@H]2[C@H]([C@H]([C@@H]([C@H](O2)CO)O)O[C@@H]3[C@H]([C@H]([C@@H]([C@H](O3)CO)O)O)O[C@@H]4[C@H]([C@H]([C@@H]([C@H](O4)CO)O)O)O)O)O)O[C@@H]5[C@H]([C@H]([C@@H]([C@H](O5)CO)O)O)O[C@@H]6[C@H]([C@H]([C@@H]([C@H](O6)CO)O)O)O[C@@H]7[C@H]([C@H]([C@@H]([C@H](O7)CO)O)O)O)O The molecule is a mannooligosaccharide derivative consisting of a D-mannosyl residue beta-linked to a 5-aminopentyl group and which carries an alpha-D-mannosyl-(1->2)-alpha-D-mannosyl-(1->2)-alpha-D-mannosyl unit linked (1->3) and an alpha-D-mannosyl-(1->2)-alpha-D-mannosyl-(1->3)-alpha-D-mannosyl unit linked (1->6).